methylpyridin-2(1H)-one trifluoroacetate FC(C(=O)O)(F)F.CN1C(C=CC=C1)=O